methyl (2e)-2-methoxyimino-2-[3-methyl-2-[[(E)-[1-methyl-3-[4-(trifluoromethoxy)-phenyl]prop-2-ynylidene]amino]oxymethyl]phenyl]acetate CO\N=C(\C(=O)OC)/C1=C(C(=CC=C1)C)CO/N=C(/C#CC1=CC=C(C=C1)OC(F)(F)F)\C